Cl.NCC1=C(C=C(C=C1)C1=NC=NN2C1=CC(=C2)C2=CC=C(C=C2)CCN2CC(C(CC2)C2=CC=C(C=C2)C2C(NC(CC2)=O)=O)(F)F)C 3-[4-[1-[2-[4-[4-[4-(aminomethyl)-3-methyl-phenyl]pyrrolo[2,1-f][1,2,4]triazin-6-yl]phenyl]ethyl]-3,3-difluoro-4-piperidyl]phenyl]piperidine-2,6-dione HCl salt